N-((1R,3S)-3-((6-chloro-2-(trifluoromethyl)quinolin-4-yl)amino)cyclohexyl)-1H-pyrazole-4-carboxamide hydrochloride Cl.ClC=1C=C2C(=CC(=NC2=CC1)C(F)(F)F)N[C@@H]1C[C@@H](CCC1)NC(=O)C=1C=NNC1